[Si](C)(C)(C(C)(C)C)OCCN1C(=NC2=C1C=C(C=C2)C=2C=CN1N=C(N=C(C12)OC)Cl)C 5-(1-(2-((tert-butyldimethylsilyl)oxy)ethyl)-2-methyl-1H-benzo[d]imidazol-6-yl)-2-chloro-4-methoxypyrrolo[2,1-f][1,2,4]triazine